BrC1=CC=C(C=NN2C(=NN=C2COC2=CC=CC=C2)SCC(=O)NC2=CC=C(C=C2)F)C=C1 ((4-((4-bromobenzylidene)amino)-5-(phenoxymethyl)-4H-1,2,4-triazol-3-yl)thio)-N-(4-fluorophenyl)acetamide